di(cyclopentadiene) tungsten dihydride [WH2].C1=CC=CC1.C1=CC=CC1